[N+](=O)([O-])C=1C=C(C(=O)NC=2C=CC3=C(C(=CS3)C3CCN4CCCCC4CC3)C2)C=CC1 5-(3-nitrobenzoyl)amino-3-(1-azabicyclo[5.4.0]undecan-4-yl)-benzothiophene